5-Chloro-4-(6-cyclobutoxypyridin-3-yl)-2-fluoroaniline ClC=1C(=CC(=C(N)C1)F)C=1C=NC(=CC1)OC1CCC1